bis(4-(tert-butyl)phenyl)iodonium 4-(methoxycarbonyl)-2-hydroxybenzenesulfonate COC(=O)C1=CC(=C(C=C1)S(=O)(=O)[O-])O.C(C)(C)(C)C1=CC=C(C=C1)[I+]C1=CC=C(C=C1)C(C)(C)C